O-(tert-butyl)-N-(4-(4-cyanobenzamido)benzoyl)-L-threonine C(C)(C)(C)O[C@@H]([C@H](NC(C1=CC=C(C=C1)NC(C1=CC=C(C=C1)C#N)=O)=O)C(=O)O)C